N1=CC=C(C=C1)C=1SC=2N=C(SC2N1)C1=CC=NC=C1 2,5-di(pyridin-4-yl)thiazolo[5,4-d]thiazole